OCCNC=1N=C(C(=NC1C1=CC=CC=2N(C=NC21)C)C(=O)N)NC2=CC=C(C=C2)N2CCOCC2 5-(2-hydroxyethylamino)-6-(1-methylbenzimidazol-4-yl)-3-(4-morpholinoanilino)pyrazine-2-carboxamide